NC1=C2N=CN(C2=NC(=N1)OC)[C@H]1[C@@H](C[C@H](O1)COC1=C(OP(=O)=N[C@H](C(=O)OCC2=CC=CC=C2)C)C=CC=C1)O (2S)-Benzyl 2-((((2S,4R,5R)-5-(6-amino-2-methoxy-9H-purin-9-yl)-4-hydroxytetrahydrofuran-2-yl)methoxy)(phenoxy)phosphorylamino)propanoate